2-(2-fluoro-4-(4,4,5,5-tetramethyl-1,3,2-dioxaborol-2-yl)phenyl)acetic acid methyl ester COC(CC1=C(C=C(C=C1)B1OC(C(O1)(C)C)(C)C)F)=O